FC(C1CCC(CC1)C1=CC=CC=C1C(=O)O)(F)F 6-(4-(trifluoromethyl)cyclohexyl)benzoic acid